ClC=1C=C2C(=NC(=NC2=C(C1C1=CC(=CC2=CC=CC=C12)O)F)OC[C@H]1CN(CCO1)C)N1CC2CCC(C1)N2 4-(6-chloro-4-{3,8-diazabicyclo[3.2.1]octan-3-yl}-8-fluoro-2-{[(2R)-4-methylmorpholin-2-yl]methoxy}quinazolin-7-yl)naphthalen-2-ol